C(C)P(=O)(CC)ON1NN=C2C(=C1)C=CC=C2 3-(diethylphosphoryloxy)-1,2,3-benzotriazin